n-octyl-Maleimide C(CCCCCCC)C=1C(=O)NC(C1)=O